1-ISOPROPYL-2-METHYLPROPYL ISOCYANIDE C(C)(C)C(C(C)C)[N+]#[C-]